3-oxo-3-(4-(trifluoromethyl)phenyl)propionic acid ethyl ester C(C)OC(CC(C1=CC=C(C=C1)C(F)(F)F)=O)=O